S1C(SCCC1)C1=CNC2=C(C=CC=C12)Br 3-(1,3-dithian-2-yl)-7-bromoindole